[Si](C)(C)(C(C)(C)C)ON1[C@@H]2C=C([C@H](N(C1=O)C2)C(=O)N)C (2S,5R)-6-(tert-butyldimethylsilyloxy)-3-methyl-7-oxo-1,6-diazabicyclo[3.2.1]oct-3-ene-2-carboxamide